(2-hydroxyethyl)-trimethylammonium OCC[N+](C)(C)C